C(C)OC(=O)C1OC(OC1C(=O)OCC)(F)F 2,2-difluoro-1,3-dioxolane-4,5-dicarboxylic acid diethyl ester